Cl[Si]1(O[SiH](O[SiH](O[SiH](O1)C)C)C)C 2-chloro-2,4,6,8-tetramethylcyclotetrasiloxane